1-chloro-3-methoxy-5,7-dihydrocyclopenta[c]Pyridine-6,6-dicarboxylic acid dimethyl ester COC(=O)C1(CC2=C(C(=NC(=C2)OC)Cl)C1)C(=O)OC